5-hydroxy-2-phenyl-7-(p-chlorophenyl)-chromen-4-one OC1=C2C(C=C(OC2=CC(=C1)C1=CC=C(C=C1)Cl)C1=CC=CC=C1)=O